N-[(3R)-1-{5-[5-chloro-3-(2,6-difluorophenyl)pyridin-2-yl]-4,5-dihydro-1,2-oxazol-3-yl}-4,4-difluoropyrrolidin-3-yl]-1-fluoromethanesulfonamide ClC=1C=C(C(=NC1)C1CC(=NO1)N1C[C@H](C(C1)(F)F)NS(=O)(=O)CF)C1=C(C=CC=C1F)F